NC=1N=CC(=NC1OC)C=O 5-amino-6-methoxypyrazine-2-carbaldehyde